BrC1=C(C=C(C=C1)F)N(C(=O)C1CN(C1)C(=O)OC(C)(C)C)CC1=CC=C(C=C1)OC tert-butyl 3-((2-bromo-5-fluorophenyl)(4-methoxybenzyl)carbamoyl)azetidine-1-carboxylate